9,9-bis[6-(2-hydroxyethoxy)naphthalene-2-yl]Fluoren OCCOC=1C=C2C=CC(=CC2=CC1)C1(C2=CC=CC=C2C=2C=CC=CC12)C1=CC2=CC=C(C=C2C=C1)OCCO